triethylborane silicon tetrachloride [Si](Cl)(Cl)(Cl)Cl.C(C)B(CC)CC